N-{2-fluoro-3-[6-oxo-4-(trifluoromethyl)-1,6-dihydropyrimidin-2-yl]-4-(trifluoromethyl)benzyl}-1-[4-(trifluoromethoxy)phenyl]piperidine-4-carboxamide FC1=C(CNC(=O)C2CCN(CC2)C2=CC=C(C=C2)OC(F)(F)F)C=CC(=C1C=1NC(C=C(N1)C(F)(F)F)=O)C(F)(F)F